6-(2,7-Dimethyl-2H-indazol-5-yl)-2-(1,2,3,6-tetrahydropyridin-4-yl)benzo[d]thiazol-4-ol CN1N=C2C(=CC(=CC2=C1)C=1C=C2C(N=C(S2)C=2CCNCC2)=C(C1)O)C